phthalimido chloride C1(C=2C(C(N1Cl)=O)=CC=CC2)=O